N[C@H]1CN(C[C@H](C1)C)C1=C2C=CC=NC2=CC=C1 5-((3R,5S)-3-amino-5-methylpiperidin-1-yl)quinoline